C12CNCC(N1C=1C=C3CN(C(C3=CC1)=O)N1C(NC(CC1)=O)=O)C2 1-(5-(3,6-diazabicyclo[3.1.1]heptan-6-yl)-1-oxoisoindolin-2-yl)dihydropyrimidine-2,4(1h,3h)-dione